NC1=NC=2C(=CC=CC2C=2N1N=C(C2)C(=O)NC2=CC=CC=C2)OC 5-amino-7-methoxy-N-phenylpyrazolo[1,5-c]quinazoline-2-carboxamide